CN1C(C(=CCC1)C1=CC=2C(=NC=CC2NC=2C=CC3=C(N=CS3)C2)S1)C N-(2-(1,2-dimethyl-1,2,5,6-tetrahydropyridin-3-yl)thieno[2,3-b]pyridin-4-yl)benzo[d]thiazol-5-amine